C1(CC1)C(=O)OCCCCCCCCCCCCCCCCC Cyclopropanecarboxylic acid, heptadecyl ester